C(C)(C)(C)C=1C(=CC=C(C1)S(CC(=O)O)C)O β-(5-tert-butyl-4-hydroxyphenyl)-3-thiabutyric acid